C(C)OC1=NC2=C(N1CC1=CC=C(C=C1)C1=CC(=CC=C1C(=O)OC)C1=CC=CC=C1)C(=CC=C2)C(=O)O.OC2=CC=C(C=C2)CCNC(CC)=O N-(4-hydroxyphenylethyl)propanamide 2-ethoxy-1-((6'-(methoxycarbonyl)-[1,1':3',1''-terphenyl]-4-yl)methyl)-1H-benzo[d]imidazole-7-carboxylate